Tert-butyl 7-(4-methyl-4H-1,2,4-triazol-3-yl)-4-azaspiro[2.5]octane-4-carboxylate CN1C(=NN=C1)C1CCN(C2(CC2)C1)C(=O)OC(C)(C)C